(S)-4-(6-bromo-1,2,4-triazin-3-yl)-2-isopropylpiperazine-1-carboxylic acid tert-butyl ester C(C)(C)(C)OC(=O)N1[C@H](CN(CC1)C=1N=NC(=CN1)Br)C(C)C